6-((1S,2S)-2-(1H-pyrazol-1-yl)cyclobutyl)-4-oxo-1-((R)-1-(tetrahydro-2H-pyran-4-yl)ethyl)-4,5-dihydro-1H-pyrazolo[3,4-d]pyrimidine-3-carbonitrile N1(N=CC=C1)[C@@H]1[C@H](CC1)C=1NC(C2=C(N1)N(N=C2C#N)[C@H](C)C2CCOCC2)=O